2-(7-((2S,5R)-2,5-diethyl-4-(1-(thiazolo[5,4-b]pyridin-5-yl)ethyl)piperazin-1-yl)-4-methyl-5-oxo-4,5-dihydro-2H-pyrazolo[4,3-b]pyridin-2-yl)acetonitrile C(C)[C@@H]1N(C[C@H](N(C1)C(C)C1=CC=C2C(=N1)SC=N2)CC)C=2C=1C(N(C(C2)=O)C)=CN(N1)CC#N